COC1=CC(=CC=2OC(C3=C(C21)C=CC(=C3)OC)=O)OC 1,3,8-Trimethoxy-6H-dibenzo[b,d]pyran-6-one